C1(=CC=CC=C1)COC(=O)N1CC(C1)C(CN)S(=O)(=O)C 3-(2-Amino-1-(methylsulfonyl)ethyl)azetidine-1-carboxylic acid phenylmethyl ester